S(N)(=O)(=O)NCCC1CNC1 3-(2-sulfamoylaminoethyl)azetidine